O[C@@]1([C@@H](CC[C@H](C1)C)C(C)C)C(=O)NCCC=1C=C(C(=O)OCCNC(=O)OC(C)(C)C)C=CC1 2-((tert-butoxycarbonyl)amino)ethyl 3-(2-((1S,2S,5R)-1-hydroxy-2-isopropyl-5-methylcyclohexane-1-carboxamido)ethyl)benzoate